2-(4-(8-(4-fluorophenyl)-2-methyl-1H-imidazo[4,5-c]quinolin-1-yl)phenyl)-2-methylpropanenitrile FC1=CC=C(C=C1)C1=CC=2C3=C(C=NC2C=C1)N=C(N3C3=CC=C(C=C3)C(C#N)(C)C)C